2-[6-(Ethylamino)-4-[2-methyl-4-(4-methyl-1,2,4-triazol-3-yl)pyrazol-3-yl]pyridin-2-yl]-6-{[(3R)-3-methylpiperidin-1-yl]methyl}-4-(trifluoromethyl)-3H-isoindol-1-one C(C)NC1=CC(=CC(=N1)N1C(C2=CC(=CC(=C2C1)C(F)(F)F)CN1C[C@@H](CCC1)C)=O)C=1N(N=CC1C1=NN=CN1C)C